9-(3-bromophenyl)-4-(phenanthren-1-yl)-9H-carbazole-1,2,3,5,6,7,8-d7 BrC=1C=C(C=CC1)N1C2=C(C(=C(C(=C2C=2C(=C(C(=C(C12)[2H])[2H])[2H])C1=CC=CC=2C3=CC=CC=C3C=CC12)[2H])[2H])[2H])[2H]